N-(1-(5-(3-methyltetrahydrofuran-3-yl)-1,2,4-oxadiazol-3-yl)-1H-pyrazolo[4,3-c]pyridin-6-yl)acetamide CC1(COCC1)C1=NC(=NO1)N1N=CC=2C=NC(=CC21)NC(C)=O